Trans-rac-(2r,3s)-2-methyl-3-((methylsulfonyl)methyl)azetidine C[C@H]1NC[C@@H]1CS(=O)(=O)C |r|